ClC1=CC(=C(C=C1)C1=NC(=CC=2N=C(N(C(C21)=O)C2CC2)C)N2C[C@@H](OCC2)C=2C=NN(C2)C)F 5-(4-chloro-2-fluoro-phenyl)-3-cyclopropyl-2-methyl-7-((2S)-2-(1-methyl-1H-pyrazol-4-yl)-4-morpholinyl)-pyrido[4,3-d]pyrimidin-4(3H)-one